(2-(4-(tert-butyl)phenyl)-2-oxoethyl)-5-(hydroxymethyl)-1,3-dimethylindol-2-one C(C)(C)(C)C1=CC=C(C=C1)C(CC1=C2C(C(N(C2=CC=C1CO)C)=O)C)=O